BrC1=CC2=C(CN(S2)[C@@H]2CCO[C@]23O[C@@H]([C@@H]([C@@H]([C@H]3O)N3N=NC(=C3)C3=CC(=C(C(=C3)F)F)F)O)CO)C=C1 6-Bromo-N-((4R,5S,7R,8R,9S,10R)-8,10-dihydroxy-7-(hydroxymethyl)-9-(4-(3,4,5-Trifluorophenyl)-1H-1,2,3-triazol-1-yl)-1,6-dioxaspiro[4.5]decan-4-yl)benzo[d]isothiazole